(R)-N-[(1S)-1-[4-(4-chloro-2,3,7,10-tetrazatricyclo[7.4.0.02,6]trideca-1(9),3,5,7-tetraen-10-yl)phenyl]-2,2,2-trifluoro-ethyl]-N,2-dimethyl-propane-2-sulfinamide ClC1=NN2C=3CCCN(C3C=NC2=C1)C1=CC=C(C=C1)[C@@H](C(F)(F)F)N([S@](=O)C(C)(C)C)C